C(C1=CC=CC=C1)N1N=NC(=C1)CBr 1-benzyl-4-(bromomethyl)-1H-1,2,3-triazole